ClC=1C(=C(C=2C(=C(SN2)N2C[C@H](N(CC2)C(C=C)=O)C)C1)F)C1=CC(=CC2=CC=CC=C12)O 1-((2R)-4-(5-chloro-7-fluoro-6-(3-hydroxy-1-naphthalenyl)-2,1-benzo-thiazol-3-yl)-2-methyl-1-piperazinyl)-2-propen-1-one